FC1=C(C=CC(=C1)F)C=1C(=NC=CC1)[Ir+]C1=NC=CC=C1C1=C(C=C(C=C1)F)F bis(2,4-difluorophenylpyridyl)iridium (III)